CS(=O)(=O)C1=CC=C(OC[C@H]2C[C@H](N(C2)[C@@H]2CC=3C=CC=C(C3CC2)C#N)C)C=C1 (6S)-6-[(2R,4S)-4-[(4-methanesulfonylphenoxy)methyl]-2-methylpyrrolidin-1-yl]-5,6,7,8-tetrahydronaphthalene-1-carbonitrile